COC=1C=C2C=C(NC2=CC1)CNC(=O)C1=C(OC=2N=CN=C(C21)NC2(CC2)C)C N-[(5-methoxy-1H-indol-2-yl)methyl]-6-methyl-4-[(1-methylcyclopropyl)amino]furo[2,3-d]pyrimidine-5-carboxamide